OC[C@H](C1=CC=CC=C1)NC1=NC(=NC=C1C1=NC(=NO1)C12CCN(CC1)CC2)NC=2C=C1C(C(NC(C1=CC2)=O)C)(C)C 6-((4-(((S)-2-hydroxy-1-phenylethyl)amino)-5-(3-(quinuclidin-4-yl)-1,2,4-oxadiazol-5-yl)pyrimidin-2-yl)amino)-3,4,4-trimethyl-3,4-dihydroisoquinolin-1(2H)-one